Tert-Butyl N-[3-oxo-3-[2-[2-[4-(trifluoromethyl)anilino]benzoyl]hydrazino]propyl]carbamate O=C(CCNC(OC(C)(C)C)=O)NNC(C1=C(C=CC=C1)NC1=CC=C(C=C1)C(F)(F)F)=O